C(C1=CC=CC=C1)OC1=C(C(=CC(=C1)C(F)F)O)C(=O)N1CC2=CC(=CC(=C2C1)N[C@H]1COCC1)OCCN(C)C (R)-(2-(Benzyloxy)-4-(difluoromethyl)-6-hydroxyphenyl)(6-(2-(dimethylamino)ethoxy)-4-((tetrahydrofuran-3-yl)amino)isoindolin-2-yl)methanone